ClC=1C=C(C=CC1)N1C(=CC2=C3C(C=C(N=C13)C(F)(F)F)=CC=C2)C(F)(F)F 1-(3-chlorophenyl)-2,8-bis(trifluoromethyl)-1H-benzo[de][1,8]naphthyridine